Cl.ClC1=C(C=CC(=C1)Cl)C#CC(C)NC(=O)N1CCNCC1 N-(4-(2,4-dichloro-phenyl)but-3-yn-2-yl)piperazine-1-carboxamide hydrochloride